C1=CC=CC=2C3=CC=CC=C3C(C12)COC(=O)N[C@H](C(=O)O)CC(C)C (2S)-2-([(9H-fluoren-9-ylmethoxy)carbonyl]amino)-4-methyl-pentanoic acid